C(C)C=1N=CNC1 4-ethyl-1H-imidazol